NC1=C(C=C(C=N1)C=1C=C(C(=O)NCCO)C=CC1)C1=CC(=C(C(=C1)OC)OC)OC 3-[6-amino-5-(3,4,5-trimethoxy-phenyl)-3-pyridyl]-N-(2-hydroxyethyl)benzamide